(R)-2-((3-fluoro-4-((8-methylisoquinolin-1-yl)(piperidin-3-yl)carbamoyl)phenyl)amino)pyrimidine-4-carboxylic acid FC=1C=C(C=CC1C(N([C@H]1CNCCC1)C1=NC=CC2=CC=CC(=C12)C)=O)NC1=NC=CC(=N1)C(=O)O